3-(3-bromobenzyl)-4-methyl-4H-1,2,4-triazole BrC=1C=C(CC2=NN=CN2C)C=CC1